Trifluoroacetic acid {4-oxo-1-[2-(propan-2-yloxy)ethyl]-2-sulfanylidene-1H,2H,3H,4H,5H-pyrrolo[3,2-d]pyrimidin-5-yl}methyl-3-aminopropanoate O=C1C2=C(N(C(N1)=S)CCOC(C)C)C=CN2COC(CCN)=O.FC(C(=O)O)(F)F